(S)-2-((4-(1-(4-chloro-2-fluorophenylethyl)-6-oxo-1,6-dihydropyridazin-3-yl)-5,6-dihydropyridin-1(2H)-yl)methyl)-1-(oxetan-2-ylmethyl)-1H-benzo[d]imidazole-6-carboxylic acid ClC1=CC(=C(C=C1)CCN1N=C(C=CC1=O)C1=CCN(CC1)CC1=NC2=C(N1C[C@H]1OCC1)C=C(C=C2)C(=O)O)F